(R)-3-ethyl-6-methyl-6,7-dihydro-2H-pyrazolo[4,3-c]pyridine-3,5(4H)-dicarboxylic acid C(C)[C@]1(NNC2=C1CN(C(C2)C)C(=O)O)C(=O)O